CC1=NC(=CC2=C1NC1=CC=CC=C21)C=O 1-methyl-pyridino[3,4-b]indol-3-formaldehyde